(E)-N-(2,3-dihydro-1H-inden-1-yl)-3-(3-(trifluoromethyl)-1H-indazol-6-yl)acrylamide C1(CCC2=CC=CC=C12)NC(\C=C\C1=CC=C2C(=NNC2=C1)C(F)(F)F)=O